BrC1=CC=C2C3=C(C=CC(=C13)Br)C(=O)OC2=O 4,5-dibromo-1,8-naphthalenedicarboxylic anhydride